F[C@@H]1[C@@H](C1)C(=O)NC=1C=C2C(=CN1)N(C(=C2)C=2C(=NC=CC2)OC)C([2H])([2H])[2H] (1S,2S)-2-fluoro-N-(2-(2-methoxypyridin-3-yl)-1-(methyl-d3)-1H-pyrrolo[2,3-c]pyridin-5-yl)cyclopropane-1-carboxamide